gamma-(methoxymethyl)dimethoxysilylpropyl isocyanate COC[Si](CCCN=C=O)(OC)OC